1-(tert-butyl) 3-methyl (S)-6-oxo-3-(pyridin-4-ylmethyl)cyclohex-1-ene-1,3-dicarboxylate O=C1CC[C@](C=C1C(=O)OC(C)(C)C)(C(=O)OC)CC1=CC=NC=C1